2-(2-hydroxy-3-sec-butyl-5-tert-butylphenyl)benzotriazole OC1=C(C=C(C=C1C(C)CC)C(C)(C)C)N1N=C2C(=N1)C=CC=C2